C12C=CC(OC1)C2 oxa-norbornene